C(C)N1C=C(C(=C(C1=O)C)C)C=1NC2=CC=C(C=C2C1C(C)C)C1CCN(CC1)CC(=O)N(C)C 2-(4-(2-(1-ethyl-4,5-dimethyl-6-oxo-1,6-dihydropyridin-3-yl)-3-isopropyl-1H-indol-5-yl)piperidin-1-yl)-N,N-dimethylacetamide